C(C)(C)(C)OC(=O)N1CC(C1)COC1=C2C=NN(C2=CC(=C1)Br)C1OCCCC1 3-(((6-bromo-1-(tetrahydro-2H-pyran-2-yl)-1H-indazol-4-yl)oxy)methyl)azetidine-1-carboxylic acid tert-butyl ester